methyl 3-((2-bromo-4-chloro-5-(trifluoromethyl) phenyl) aminomethylthio)-5-fluorobenzoate BrC1=C(C=C(C(=C1)Cl)C(F)(F)F)NCSC=1C=C(C(=O)OC)C=C(C1)F